CC(CCCCCC(C)C)OC(C)CCCCCC(C)C 2-isodecylether